C1(CCCC1)C=O cyclopentane-1-carbaldehyde